2-octyldecyl-7-bromoheptanoate C(CCCCCCC)C(COC(CCCCCCBr)=O)CCCCCCCC